Rhodium (I) ethane CC.[Rh+]